1-(2-(Dimethylamino)ethyl) 4-(5-((2-hexyldecanoyl)oxy)pentyl) (2S)-2-((7-((2-hexyldecanoyl)oxy)heptanoyl)oxy)succinate C(CCCCC)C(C(=O)OCCCCCCC(=O)O[C@H](C(=O)OCCN(C)C)CC(=O)OCCCCCOC(C(CCCCCCCC)CCCCCC)=O)CCCCCCCC